C(C)C=1C(=CC=C2C=C(C=CC12)O)F 8-ethyl-7-fluoro-3-hydroxynaphthalene